NCCOCC(=O)O [2-(amino)ethoxy]acetic acid